5-(6-Fluoropyridin-3-yl)-2-Morpholinothiazolo[4,5-b]pyridin-6-amine FC1=CC=C(C=N1)C1=C(C=C2C(=N1)N=C(S2)N2CCOCC2)N